3-hydroxypyridazine-4-carboxylic acid ethyl ester C(C)OC(=O)C1=C(N=NC=C1)O